tert-butyl ether (4-(dimethylamino)-4-oxo-butanoyl)-methyl-amino(4-methyl-pentanoyl)-amino(3-methyl-pentanoyl)-methyl-amino(propanoyl)azetidine-2-carboxylate CN(C(CCC(=O)CC1(C(N(C1(N)C(CCC(C)C)=O)C(CC)=O)(C(=O)O)N(N)C)C(CC(CC)C)=O)=O)C.C(C)(C)(C)OC(C)(C)C